1-bromo-9-(3-chlorophenyl)-9H-carbazole BrC1=CC=CC=2C3=CC=CC=C3N(C12)C1=CC(=CC=C1)Cl